S(=O)(=O)(ON1C2C=C(CN(C1=O)C2)N2N=C(C=C2)[C@@H](CO)O)[O-].[Na+] sodium [3-[3-[(1S)-1,2-dihydroxyethyl]pyrazol-1-yl]-7-oxo-1,6-diazabicyclo[3.2.1]oct-3-en-6-yl] sulfate